3-[(7-deuteriodispiro[2.0.2.1]heptan-7-yl)methoxylpyrazol-1-yl]pyridine-3-carboxylate [2H]C1(C2(C13CC3)CC2)COC2=NN(C=C2)C2(CN=CC=C2)C(=O)[O-]